ClC1=C(C=CC=C1)C1CC(CN1)(O)C 5-(2-chlorophenyl)-3-methylpyrrolidin-3-ol